Methyl (S)-2-(2-(2-(6-((tert-butoxycarbonyl)amino)pyridin-3-yl)thiazole-4-carboxamido)-3-((tert-butyldimethylsilyl)oxy)propanamido)acrylate C(C)(C)(C)OC(=O)NC1=CC=C(C=N1)C=1SC=C(N1)C(=O)N[C@H](C(=O)NC(C(=O)OC)=C)CO[Si](C)(C)C(C)(C)C